7,7-dimethyl-2,3,4,6,7,8-hexahydro-1H-pyrido[3,4-b]pyrrolizin-1-one CC1(CN2C3=C(C=C2C1)C(NCC3)=O)C